C(C)(C)(C)NSC=1SC2=C(N1)C=CC=C2 tertiary butyl-benzothiazolyl-sulphenamide